C(C)N1C(C(C(C2=CC(=CC=C12)C=1N=NN(C1)CC1=CC=C(C=C1)C(F)(F)F)=O)O)=O 1-ethyl-3-hydroxy-6-(1-(4-(trifluoromethyl)benzyl)-1H-1,2,3-triazol-4-yl)quinoline-2,4(1H,3H)-dione